(1S,3R,4S)-N-((S)-1-cyano-2-((R)-2-oxopyrrolidin-3-yl)ethyl)-5,5-difluoro-2-((2,2,2-trifluoroacetyl)-D-leucyl)-2-azabicyclo[2.2.2]octane-3-carboxamide C(#N)[C@H](C[C@@H]1C(NCC1)=O)NC(=O)[C@@H]1N([C@@H]2CC([C@H]1CC2)(F)F)C([C@H](NC(C(F)(F)F)=O)CC(C)C)=O